FC1(C(N(C2=C(O1)C=C(C(=C2)C2=C(C(=C(C(=C2F)F)F)F)F)F)CC2=C(C(=O)O)C=CC=C2)=O)F ((2,2,7-trifluoro-3-oxo-6-(perfluorophenyl)-2,3-dihydro-4H-benzo[b][1,4]oxazin-4-yl)methyl)benzoic acid